ls-1,2-distearoyl-sn-glycerol C(CCCCCCCCCCCCCCCCC)(=O)OC[C@@H](OC(CCCCCCCCCCCCCCCCC)=O)CO